1-naphthacenecarbonitrile C1(=CC=CC2=CC3=CC4=CC=CC=C4C=C3C=C12)C#N